(2S,4R)-4-hydroxy-1-[(2R)-3-methyl-2-[3-[(3S)-3-methylpiperazin-1-yl]isoxazol-5-yl]butanoyl]-N-[(1S)-1-[4-(4-methylthiazol-5-yl)phenyl]ethyl]pyrrolidine-2-carboxamide O[C@@H]1C[C@H](N(C1)C([C@H](C(C)C)C1=CC(=NO1)N1C[C@@H](NCC1)C)=O)C(=O)N[C@@H](C)C1=CC=C(C=C1)C1=C(N=CS1)C